FC=1C=C(COC=2C=C3N(C(N2)=O)CC2N3CC(N(C2)CC(F)(F)F)=O)C=CC1F 7-((3,4-Difluorobenzyl)oxy)-2-(2,2,2-trifluoroethyl)-11,11a-dihydro-1H-pyrazino[1',2':3,4]imidazo[1,2-c]pyrimidine-3,9(2H,4H)-dione